(4-aminobenzyl)methylcarbamate NC1=CC=C(COC(NC)=O)C=C1